OC1=C(C(OC12CCC(CC2)OC2CCN(CC2)CCOCCOCCOCCOCC(=O)OC(C)(C)C)=O)C2=C(C=C(C=C2C)C)C tert-butyl 14-(4-(((5r,8r)-4-hydroxy-3-mesityl-2-oxo-1-oxaspiro[4.5]dec-3-en-8-yl)oxy)-piperidin-1-yl)-3,6,9,12-tetraoxatetradecanoate